(E)-3-(1-ethyl-2-oxo-2,3-dihydro-1H-benzo[d]imidazol-5-yl)-N-(3-fluoro-2-methylphenyl)acrylamide C(C)N1C(NC2=C1C=CC(=C2)/C=C/C(=O)NC2=C(C(=CC=C2)F)C)=O